C(C)OC(=O)C=1OC(=NN1)C1=CC=CC=C1 5-phenyl-1,3,4-oxadiazole-2-carboxylic acid ethyl ester